Methyl 3-(benzo[d][1,3]dioxol-5-yl)-3-(7-(2-(cyclohex-2-en-1-ylamino)-2-oxoethoxy)naphthalen-2-yl)propanoate O1COC2=C1C=CC(=C2)C(CC(=O)OC)C2=CC1=CC(=CC=C1C=C2)OCC(=O)NC2C=CCCC2